1-((3aR,5s,6aS)-5-((6-(2-Chloro-5-fluorophenyl)pyridazin-3-yl)amino)hexahydrocyclopenta[c]pyrrol-2(1H)-yl)-2-methylpropan-2-ol ClC1=C(C=C(C=C1)F)C1=CC=C(N=N1)NC1C[C@@H]2[C@@H](CN(C2)CC(C)(O)C)C1